N7-(6-methyl-pyridin-2-yl)methyl-2-(1H-pyrazol-5-yl)thieno[3,2-b]pyridine-5,7-diamine CC1=CC=CC(=N1)CNC1=C2C(=NC(=C1)N)C=C(S2)C2=CC=NN2